CS(=O)(=O)C1=C(C=CC=C1)C(=C)C1=NNC2=NC(=CN=C21)N2CCC1(CC2)[C@@H](C2=CC=CC=C2C1)N (S)-1'-(3-(1-(2-(methylsulfonyl)phenyl)vinyl)-1H-pyrazolo[3,4-b]pyrazin-6-yl)-1,3-dihydro-spiro[inden-2,4'-piperidin]-1-amine